OC1=CC(=C(C=C1)B(O)O)C(=O)OC 4-HYDROXY-2-(METHOXYCARBONYL)PHENYLBORONIC ACID